C1(=CC=CC=C1)C1=C(C=CC=2[SH+]C3=C(C21)C=CC=C3)CC3=C(C(=C(C=C3)OC)OC)OC Phenyl-2-[dimethoxy-(4-methoxyphenyl)]methyldibenzothiophenium